NC1=C(C2=C(C(N1C1=C(C(=CC=C1C)O)C)=O)SC(=N2)C(C)(C)C)C(=O)N 6-amino-2-(tert-butyl)-5-(3-hydroxy-2,6-dimethylphenyl)-4-oxo-4,5-dihydrothiazolo[5,4-c]pyridine-7-carboxamide